3-(1H-imidazol-1-yl)-5-methoxy-N-((trans)-4-methoxycyclohexyl)isoquinoline-1-carboxamide N1(C=NC=C1)C=1N=C(C2=CC=CC(=C2C1)OC)C(=O)N[C@@H]1CC[C@H](CC1)OC